1-(1,3-dihydro-2H-isoindol-2-yl)-2-(phenylsulfonyl)ethanone C1N(CC2=CC=CC=C12)C(CS(=O)(=O)C1=CC=CC=C1)=O